CN(CCOC=1C=CC(=C(C1)C1=NC=CC2=C1N=C(N=C2N)NC2=CC=C(C=C2)N2CCOCC2)F)C 8-(5-(2-(dimethylamino)ethoxy)-2-fluorophenyl)-N2-(4-morpholinylphenyl)pyrido[3,4-d]pyrimidine-2,4-diamine